(difluoromethyl)-1-methyl-N-[(3R)-1,1,3-trimethyl-2,3-dihydro-1H-inden-4-yl]-1H-pyrazole-4-carboxamide FC(F)C1=NN(C=C1C(=O)NC1=C2[C@@H](CC(C2=CC=C1)(C)C)C)C